N1-(6-(2-chloro-3-methoxy-6-methylphenyl)-[1,2,4]triazolo[4',3':1,6]pyrido[2,3-d]pyrimidin-2-yl)-N2,N2-dimethylethane-1,2-diamine ClC1=C(C(=CC=C1OC)C)C1=CC2=C(N=C(N=C2)NCCN(C)C)N2C1=NN=C2